ClC1=C(C=CC=C1F)[C@@H](C1CC1)C1=NC2=C(C=NC(=C2)C(=O)N[C@H](C)\C=C\S(=O)(=O)C)N1 ((R)-(2-Chloro-3-fluorophenyl)(cyclopropyl)methyl)-N-((R,E)-4-(methylsulfonyl)but-3-en-2-yl)-3H-imidazo[4,5-c]pyridine-6-carboxamide